C(#N)C1=C(C=CC(=C1)F)NC(CCCCCCC(=O)OC)=O methyl 8-((2-cyano-4-fluorophenyl) amino)-8-oxooctanoate